[O-]S(=O)(=O)C(F)(F)F.BrC1=CC=C(C=C1)[Se+](C1=CC=CC=C1)C1=CC=CC=C1 (4-bromophenyl)diphenylselenonium triflate